Cl.CC1=C(OC=2CCC3=CN(N=C3C21)CC=2C(=NC=CC2)C)C(=O)O 8-methyl-2-[(2-methylpyridin-3-yl)methyl]-4,5-dihydro-2H-furo[2,3-g]indazole-7-carboxylic acid hydrogen chloride